2-methyl-2-nitro-1-propanal CC(C=O)(C)[N+](=O)[O-]